C1(CCCC1)N1N=CN=C1C1=C(C=CC=C1)C(F)(F)F 1-cyclopentyl-5-[2-(trifluoromethyl)phenyl]-1H-1,2,4-triazol